6-[1-(5-chloro-2-methoxypyridine-3-sulfonyl)-2,3-dihydro-1H-indol-4-yl]quinazolin ClC=1C=C(C(=NC1)OC)S(=O)(=O)N1CCC2=C(C=CC=C12)C=1C=C2C=NC=NC2=CC1